BrC=1C=C(C(=NC1Cl)N(C(OC(C)(C)C)=O)C(=O)OC(C)(C)C)[N+](=O)[O-] tert-Butyl (5-bromo-6-chloro-3-nitropyridin-2-yl)(tert-butoxycarbonyl)carbamate